1H-1,2,3-triazole-4-carboxylic acid ethyl ester trifluoroacetate FC(C(=O)O)(F)F.C(C)OC(=O)C=1N=NNC1